C1=C(C=CC2=CC(=CC=C12)C(=O)OCCCC)C(=O)OCCCC dibutyl 2,6-naphthalenedicarboxylate